1-butyl-1-ethyl-piperidinium chloride [Cl-].C(CCC)[N+]1(CCCCC1)CC